N1(C=NC2=C1C=CC=C2)C2=NC(=NC=C2Cl)NC2=C(C=C1CCN(CC1=C2)C)OC N-(4-(1H-benzo[d]imidazol-1-yl)-5-chloropyrimidin-2-yl)-6-methoxy-2-methyl-1,2,3,4-tetrahydroisoquinolin-7-amine